ClC1=CC(=C(C=O)C=C1)OC[C@@H]1OC1 (R)-4-chloro-2-(oxiran-2-ylmethoxy)benzaldehyde